FC1=CC=C(C=C1)C(CN1CCC(CC1)CNC)=O 1-(4-fluorophenyl)-2-(4-((methylamino)methyl)piperidin-1-yl)ethan-1-one